NN1CCC(CC1)CN1CCN(CC1)C(=O)C1=CC(=C(C=C1)N1C(NC(CC1)=O)=O)OC 1-(4-(4-((1-aminopiperidin-4-yl)methyl)piperazine-1-carbonyl)-2-methoxyphenyl)dihydropyrimidine-2,4(1H,3H)-dione